1-(5-((1-(tert-butyl)-3-((1S,3R)-3-hydroxycyclopentyl)-1H-pyrazol-5-yl)amino)pyrazin-2-yl)ethan-1-one C(C)(C)(C)N1N=C(C=C1NC=1N=CC(=NC1)C(C)=O)[C@@H]1C[C@@H](CC1)O